C1(CC1)C1=CC=C(C=C1)C=1C=C(C(=NC1)C(=O)Cl)CSCC 5-(4-cyclopropylphenyl)-3-(ethylthio)methylpyridinoyl chloride